C[C@H](C(=O)OC)O The molecule is a methyl lactate that has R configuration. It derives from a (R)-lactic acid. It is an enantiomer of a methyl (S)-lactate.